C1(=CC=CC=C1)NC1=C(C(=O)O)C=CC=N1 2-phenylamino-nicotinic acid